(R)-1-chloro-8-ethyl-N-(1-methylpiperidin-3-yl)pyrrolo[1,2-d][1,2,4]Triazin-4-amine ClC=1C=2N(C(=NN1)N[C@H]1CN(CCC1)C)C=CC2CC